cyclopentenyl bromoformate BrC(=O)OC1=CCCC1